C(C)C1=CN=C(NC1=O)C1=CC(CC1)N1CCN(CC1)C=1C=CC(=NC1F)C(=O)NC(C)C 5-(4-(3-(5-ethyl-6-oxo-1,6-dihydropyrimidin-2-yl)cyclopent-2-en-1-yl)piperazin-1-yl)-6-fluoro-N-isopropylpicolinamide